C(C)S(=C(S)S)C(C)C(C)=O.FC1=C(C=CC=C1)C=1NC2=CC=C(C=C2C1C)CC1=C(C(=O)N)C=CC=N1 ((2-(2-fluorophenyl)-3-methyl-1H-indol-5-yl)methyl)nicotinamide ethyl-(3-oxobutan-2-yl)carbonotrithioate